C(\C=C/C(=O)O)(=O)O.CONC(C=CC)=O N-methoxy-but-2-enamide maleate